4-(2-chloro-4-fluorophenoxy)-N-[(4-methoxyphenyl)methyl]-5H,6H,7H,8H-pyrido[3,4-d]pyrimidin-2-amine ClC1=C(OC=2C3=C(N=C(N2)NCC2=CC=C(C=C2)OC)CNCC3)C=CC(=C1)F